1-(1-isopropyl-1H-pyrazol-4-yl)-3-(isoquinolin-4-yl)-2-oxoimidazolidine-4-carbonitrile C(C)(C)N1N=CC(=C1)N1C(N(C(C1)C#N)C1=CN=CC2=CC=CC=C12)=O